FC=1C=CC=C2N=CC(=NC12)C=1C=NN(C1)CCCCCCNC(OC(C)(C)C)=O tert-butyl (6-(4-(8-fluoroquinoxalin-2-yl)-1H-pyrazol-1-yl)hexyl)carbamate